CN(S(=O)(=O)N1CC=2C=CC=NC2CC1)C N,N-dimethyl-7,8-dihydro-1,6-naphthyridine-6(5H)-sulfonamide